(S)-(4-(Benzyloxy)-5-methoxy-2-nitrophenyl)(2-(hydroxymethyl)-4-methylenepyrrolidin-1-yl)methanone C(C1=CC=CC=C1)OC1=CC(=C(C=C1OC)C(=O)N1[C@@H](CC(C1)=C)CO)[N+](=O)[O-]